tripropylethyl phosphite P(OCC(CCC)(CCC)CCC)([O-])[O-]